2-(1H-benzo[d]imidazol-2-yl)-3-(2,5-dimethyl-1-(thiophen-2-yl)-1H-pyrrol-3-yl)acrylonitrile N1C(=NC2=C1C=CC=C2)C(C#N)=CC2=C(N(C(=C2)C)C=2SC=CC2)C